C(CCC)S(=O)(=O)C1=C(C(=CC=C1)C1=CC=CC=C1)O butylsulfonyl-[1,1'-biphenyl]-2-ol